(E)-ethyl 3-(2-amino-5-bromophenyl)acrylate NC1=C(C=C(C=C1)Br)/C=C/C(=O)OCC